COC1=CC=C(CN(C2=CC3=C(C=N2)[C@]2([C@@H](C3)[C@@H]2C(=O)OCC)C)CC2=CC=C(C=C2)OC)C=C1 (5aS,6S,6aS)-ethyl 3-(bis(4-methoxybenzyl)amino)-6a-methyl-5,5a,6,6a-tetrahydrocyclopropa[4,5]cyclopenta[1,2-c]pyridine-6-carboxylate